NC=1C(=NC=NC1)C#CC1CCN(CC1)C(=O)OC(C)(C)C tert-butyl 4-((5-aminopyrimidin-4-yl)ethynyl)piperidine-1-carboxylate